(6-((6-((3-methoxy-5-(4-(4-methylpiperazin-1-yl)piperidin-1-yl)pyridin-2-yl)amino)-1H-pyrrolo[2,3-b]pyridin-4-yl)amino)quinoxalin-5-yl)dimethylphosphine oxide COC=1C(=NC=C(C1)N1CCC(CC1)N1CCN(CC1)C)NC1=CC(=C2C(=N1)NC=C2)NC=2C(=C1N=CC=NC1=CC2)P(C)(C)=O